1-(6-bromo-3-fluoropyridin-2-yl)-N-(2,4-dimethoxybenzyl)methanamine BrC1=CC=C(C(=N1)CNCC1=C(C=C(C=C1)OC)OC)F